2-(methyl(7-(trifluoromethyl)chroman-4-yl)amino)-2-oxoacetic acid CN(C(C(=O)O)=O)C1CCOC2=CC(=CC=C12)C(F)(F)F